[C@@H]1([C@H](O)[C@H](O)[C@@H](C)O1)N1C=NC=2C(N)=NC=NC12 5'-deoxyadenosine